methyl 4-chloro-3-((7-cyclobutoxy-4-oxo-3,4-dihydrophthalazin-1-yl)methyl)benzoate ClC1=C(C=C(C(=O)OC)C=C1)CC1=NNC(C2=CC=C(C=C12)OC1CCC1)=O